C(C)O[Si](CCCNC(=O)NCCC[Si](OCC)(OCC)OCC)(OCC)OCC N,N'-bis[3-(triethoxysilyl)propyl]urea